5-[[4-[4-[(2-chlorophenyl)carbamoyl]anilino]-5-fluoro-pyrimidin-2-yl]amino]-N-[4-[2-[4-[4-(2,6-dioxo-3-piperidyl)phenyl]piperazin-1-yl]ethyl]-1-piperidyl]pyridine-2-carboxamide ClC1=C(C=CC=C1)NC(=O)C1=CC=C(NC2=NC(=NC=C2F)NC=2C=CC(=NC2)C(=O)NN2CCC(CC2)CCN2CCN(CC2)C2=CC=C(C=C2)C2C(NC(CC2)=O)=O)C=C1